tert-butyl ((1-((3-bromophenyl)sulfonyl)azetidin-3-yl)methyl)carbamate BrC=1C=C(C=CC1)S(=O)(=O)N1CC(C1)CNC(OC(C)(C)C)=O